2-((3aR,5r,6aS)-5-hydroxy-5-(4-methylbenzyl)hexahydrocyclopenta[c]pyrrol-2(1H)-yl)-1-(4-hydroxyphenyl)ethanone 2-((3-acrylamidopropyl)dimethylammonio)ethane-1-sulfonate C(C=C)(=O)NCCC[N+](CCS(=O)(=O)[O-])(C)C.OC1(C[C@@H]2[C@@H](CN(C2)CC(=O)C2=CC=C(C=C2)O)C1)CC1=CC=C(C=C1)C